FC=1C=C(C=C(C1N1CCN(CC1)C)F)NC(=O)C=1C(N(C2=CC=CC=C2C1O)CC(C)C)=O N-(3,5-difluoro-4-(4-methylpiperazin-1-yl)phenyl)-4-hydroxy-1-isobutyl-2-oxo-1,2-dihydroquinoline-3-carboxamide